Neryl formate n-hexyl-2-butenoate C(CCCCC)OC(C=CC)=O.C(=O)OC\C=C(\C)/CCC=C(C)C